OC1=CC=C(C=C1)C(=C(CC)C1=CC=C(C=C1)O)C1=CC=C(C=C1)N1CCC(CC1)CN1C2CN(C(C1)CC2)C=2C=C1CN(CC1=CC2F)C2C(NC(CC2)=O)=O 5-(5-((1-(4-(1,2-bis(4-hydroxyphenyl)but-1-en-1-yl)phenyl)piperidin-4-yl)methyl)-2,5-diazabicyclo[2.2.2]octane-2-yl)-2-(2,6-dioxopiperidin-3-yl)-6-fluoroisoindoline